CC1=C(C=CC(=C1)C)S(=O)(=O)N1C[C@@H]2[C@H](C1)CC(C2)N2CCC(CC2)C (3aR,5r,6aS)-2-((2,4-dimethylphenyl)sulfonyl)-5-(4-methylpiperidin-1-yl)octahydrocyclopenta[c]pyrrole